(4aR,5S,6aS,7S)-1-ethyl-5-hydroxy-7-(2-hydroxypropan-2-yl)-4a,5,6a-trimethylhexadeca-hydro-2H-indeno[5,4-f]quinolin-2-one C(C)N1C(CC[C@@]2(C3C(CCC12)C1CC[C@@H]([C@]1(C[C@]3(C)O)C)C(C)(C)O)C)=O